(2R)-2-(tert-butoxycarbonylamino)-3-(1H-imidazol-5-yl)propanoic acid C(C)(C)(C)OC(=O)N[C@@H](C(=O)O)CC1=CN=CN1